spiro[cyclopentane-1,3'-pyrrolo[2,3-b]pyridine]-2',3(1'H)-dione N1C(C2(C=3C1=NC=CC3)CC(CC2)=O)=O